4-fluoro-1H-pyrazole-3-carboxamide FC=1C(=NNC1)C(=O)N